CN1C(=NN=C1)C1(CC(C1)C)C1=CC(=CC=C1)Br 4-methyl-3-[(1s,3S)-1-(3-bromophenyl)-3-methylcyclobutyl]-4H-1,2,4-triazole